(2S)-2-{[(2-fluoro-5-methoxyphenyl)methyl]amino}-5,5-dimethylhexanoic acid FC1=C(C=C(C=C1)OC)CN[C@H](C(=O)O)CCC(C)(C)C